sodium (+)-10-camphorsulfonate CC1([C@@H]2CC[C@]1(C(=O)C2)CS(=O)(=O)[O-])C.[Na+]